(Z)-2-(2,6-dioxopiperidin-3-yl)-5-(2-(2-(2-(4-(1-(4-hydroxyphenyl)-2-phenylbut-1-en-1-yl)phenoxy)ethoxy)ethoxy)ethoxy)isoindoline-1,3-dione O=C1NC(CCC1N1C(C2=CC=C(C=C2C1=O)OCCOCCOCCOC1=CC=C(C=C1)\C(=C(\CC)/C1=CC=CC=C1)\C1=CC=C(C=C1)O)=O)=O